FC1=CC=C(C=C1)C1(CCNCC1)N 4-(4-fluorophenyl)piperidin-4-amine